(1-ethyl-5-hydroxy-1H-pyrazol-4-yl)-methanone C(C)N1N=CC(=C1O)C=O